3-(7-cyclopropyl-6-((6-(oxetane-3-yl)-5,6,7,8-tetrahydro-1,6-naphthyridin-2-yl)methoxy)-[1,2,4]triazolo[4,3-b]pyridazine-3-yl)-5-methylisoxazole C1(CC1)C1=CC=2N(N=C1OCC1=NC=3CCN(CC3C=C1)C1COC1)C(=NN2)C2=NOC(=C2)C